ClC1=CC2=C(NC(=N2)NC(=O)C2(COC2)C)C=C1Cl N-(5,6-dichloro-1H-benzo[d]imidazol-2-yl)-3-methyloxetane-3-carboxamide